2,4,4-trimethylpentane-1,3-diylbis(2-methylpropionate) CC(CC(C(=O)[O-])(C)C)C(C(C)(C)C)C(C(=O)[O-])(C)C